1-phenylpentan C1(=CC=CC=C1)CCCCC